ClC1=C(C=CC(=C1)OC1=NC=NC2=CC(=C3C(=C12)OCCO3)OCCOC)NC(=O)NC3CC3 1-(2-chloro-4-((5-(2-methoxyethoxy)-2,3-dihydro-[1,4]dioxino[2,3-f]quinazolin-10-yl)oxy)phenyl)-3-cyclopropylurea